4-((hydroxyamino)methyl)-2-methylbenzoic acid ONCC1=CC(=C(C(=O)O)C=C1)C